4-((2r,5s)-2,5-dimethyl-4-(3-(trifluoromethyl)phenoxy)piperidin-1-yl)-1-methyl-2-oxo-1,2-dihydropyrido[3,2-d]pyrimidine-6-carbonitrile C[C@H]1N(C[C@@H](C(C1)OC1=CC(=CC=C1)C(F)(F)F)C)C=1C2=C(N(C(N1)=O)C)C=CC(=N2)C#N